BrCC(=O)NCCC1=CC=CC=C1 2-bromo-N-phenethyl-acetamide